FC(C(C(F)(F)F)[O-])(F)F.[Li+] lithium 1,1,1,3,3,3-hexafluoro-2-propanolate